5-(((S)-1-(3-(4-(5-((R)-2,2-difluorocyclopropyl)pyrimidin-2-yl)piperazin-1-yl)-3-oxopropoxy)propan-2-yl)amino)-4-(trifluoromethyl)pyridazin-3(2H)-one FC1([C@H](C1)C=1C=NC(=NC1)N1CCN(CC1)C(CCOC[C@H](C)NC1=C(C(NN=C1)=O)C(F)(F)F)=O)F